NC1=NC=C(C=C1O[C@@H](C)C=1C=C(C=CC1)NC(C1=C(C(=CC=C1)C)Cl)=O)Cl (S)-N-(3-(1-((2-amino-5-chloropyridin-3-yl)oxy)ethyl)-phenyl)-2-chloro-3-methylbenzamide